rac-3-fluoro-2-hydroxy-5-((2s,3s)-3-methyl-2-(4-(pyrrolidin-1-yl)phenyl)morpholine-4-carbonyl)benzaldehyde FC=1C(=C(C=O)C=C(C1)C(=O)N1[C@H]([C@@H](OCC1)C1=CC=C(C=C1)N1CCCC1)C)O |r|